C(C)OC1OCCOC(COC1)OC(C(=C)C)=O ethoxy-6-methacryloxy-1,4,7-trioxacyclononane